N1N=CC(=C1)C1=CC2=C(C(NC=3CCCCC23)=O)S1 2-(1H-pyrazol-4-yl)-6,7,8,9-tetrahydrothieno[2,3-c]quinolin-4(5H)-one